4-chloro-N-(3-cyclopropyl-1H-pyrazol-5-yl)-N-methylbutanamide ClCCCC(=O)N(C)C1=CC(=NN1)C1CC1